dibutyl-oleic amide C(CCC)/C(=C(/CCCCCCCC(=O)N)\CCCC)/CCCCCCCC